NC(CN1CCN(CC1)C1=CC2=C(C[C@](O2)(C)C(C)(C)O)C=C1NC(=O)C=1C=NN2C1N=CC=C2)=O (R)-N-(6-(4-(2-amino-2-oxoethyl)piperazin-1-yl)-2-(2-hydroxypropan-2-yl)-2-methyl-2,3-dihydrobenzofuran-5-yl)pyrazolo[1,5-a]pyrimidine-3-carboxamide